C[C@]1(C[C@]2(CN(C(O2)=O)C=2C=NC(=NC2)C(F)(F)F)CCC1)CN1C=NC2=C1C=C(C=C2)C#N 1-(((5S,7S)-7-methyl-2-oxo-3-(2-(trifluoromethyl)pyrimidin-5-yl)-1-oxa-3-azaspiro[4.5]decane-7-yl)methyl)-1H-benzo[d]imidazole-6-carbonitrile